CN1N=CC(=C1)C1=NC=2C(=NC=CC2C=2C=CC3=C(CCCCC3NC(=O)N3CC(C3)OC(C)(C)C)C2)N1 3-tert-Butoxy-azetidine-1-carboxylic acid {2-[2-(1-methyl-1H-pyrazol-4-yl)-3H-imidazo[4,5-b]pyridin-7-yl]-6,7,8,9-tetrahydro-5H-benzocyclohepten-5-yl}-amide